3-(4-(2-(4-(Benzo[d]isothiazol-3-yl)piperazin-1-yl)ethyl)-1-methylcyclohexyl)-1,1-dimethylurea S1N=C(C2=C1C=CC=C2)N2CCN(CC2)CCC2CCC(CC2)(C)NC(N(C)C)=O